bis[4-(vinyloxymethyl)cyclohexylmethyl] isophthalate C(C1=CC(C(=O)OCC2CCC(CC2)COC=C)=CC=C1)(=O)OCC1CCC(CC1)COC=C